BrC1=C(C=C(OC2CCOCC2)C=C1)[N+](=O)[O-] 4-(4-bromo-3-nitrophenoxy)tetrahydro-2H-pyran